FC=1C(=NC=C(C1C1=C(C=NC(=C1)C)C(=O)NC=1SC(=NN1)OC1(CC1)[C@@H]1COCC1)OC)C 3'-fluoro-5'-methoxy-2',6-dimethyl-N-(5-(1-((S)-tetrahydrofuran-3-yl)cyclopropoxy)-1,3,4-thiadiazol-2-yl)-[4,4'-bipyridine]-3-carboxamide